ClCC1=CC=C(C=C1)N1CCC(CC1)C=1C=CC(=NC1)NC1=NC=C(C(=N1)N1OCC[C@H]1C1=CC=CC=C1)C(F)(F)F N-[5-[1-[4-(chloromethyl)phenyl]-4-piperidyl]-2-pyridyl]-4-[(3S)-3-phenylisoxazolidin-2-yl]-5-(trifluoromethyl)pyrimidin-2-amine